C1(CC1)S(=O)(=O)NC1=CC(=NC=C1)[C@@H](CCN1CCCCC1)NC(=O)C=1SC(=CN1)C1=NC(=CN=C1)OCC (R)-N-(1-(4-(cyclopropanesulphonylamino)pyridin-2-yl)-3-(piperidin-1-yl)propyl)-5-(6-ethoxypyrazin-2-yl)thiazole-2-carboxamide